amyl-3-fluorobiphenyl C(CCCC)C1=C(C=CC=C1F)C1=CC=CC=C1